N-(4-((tert-butyldimethylsilyl)oxy)phenyl)-7-(3,4-dimethoxyphenyl)pyrazolo[1,5-a]pyrimidine-2-carboxamide [Si](C)(C)(C(C)(C)C)OC1=CC=C(C=C1)NC(=O)C1=NN2C(N=CC=C2C2=CC(=C(C=C2)OC)OC)=C1